C1(CC1)C=1OC(=CN1)[C@H]1OCC[C@@H](C1)C1=NC2=NC(=C(N=C2C(=N1)C1=C(C=C(C=C1)F)F)C)C 2-cyclopropyl-5-[(2S,4S)-4-[4-(2,4-difluorophenyl)-6,7-dimethyl-pteridin-2-yl]tetrahydropyran-2-yl]oxazole